COC=1N=C2C(=CC=NC2=CC1OC)OC1=C(C=C(N)C=C1F)F 4-((6,7-dimethoxy-1,5-naphthyridin-4-yl)oxy)-3,5-difluoroaniline